C(C)(C)(C)OC(=O)N1CCC(CC1)CS(=O)(=O)C1=CC=C(C=C1)C1=C(C=C(C=C1)F)F 4-(((2',4'-Difluoro-[1,1'-biphenyl]-4-yl)sulfonyl)methyl)piperidine-1-carboxylic acid tert-butyl ester